(R)-8-acryloyl-1-((R)-4-(azetidin-1-yl)-2,2-dimethylpyrrolidin-1-yl)-4-chloro-3-(2-fluorophenyl)-6,6a,7,8,9,10-hexahydro-12H-pyrazino[2,1-c]pyrido[3,4-f][1,4]oxazepin-12-one C(C=C)(=O)N1C[C@@H]2COC3=C(C(N2CC1)=O)C(=NC(=C3Cl)C3=C(C=CC=C3)F)N3C(C[C@H](C3)N3CCC3)(C)C